5-amino-8-(2,6-dimethyl-1-oxido-pyridin-1-ium-4-yl)-7-(4-fluorophenyl)-2-[(5-methyloxazol-4-yl)methyl]-[1,2,4]triazolo[4,3-c]pyrimidin-3-one NC1=NC(=C(C=2N1C(N(N2)CC=2N=COC2C)=O)C2=CC(=[N+](C(=C2)C)[O-])C)C2=CC=C(C=C2)F